FC1([C@H]2C[C@@H]([C@H]([C@@](C1)(N2)C)OC)N(C2=CN=C(N=N2)C=2C=C1C=CN=CC1=CC2O)C)F 6-(6-(((1R,2R,3S,5R)-6,6-difluoro-2-methoxy-1-methyl-8-azabicyclo[3.2.1]octan-3-yl)(methyl)amino)-1,2,4-triazin-3-yl)isoquinolin-7-ol